N1(CCC1)C=1OC2=C(N1)C(=C(C(=C2)F)C#C)F 2-(azetidin-1-yl)-5-ethynyl-4,6-difluoro-1,3-benzoOxazole